tert-butyl 3-(3-ethoxy-3-oxopropyl)-4-methylidenepiperidine-1-carboxylate C(C)OC(CCC1CN(CCC1=C)C(=O)OC(C)(C)C)=O